FC1=C(C=CC(=C1)C1=NN(C=N1)C1=CC=C(C=C1)C(F)(F)F)NC(=O)\N=C\1/SCC(N1C1=C(C=CC(=C1)C)C(C)C)=O (Z)-1-(2-fluoro-4-(1-(4-(trifluoromethyl)phenyl)-1H-1,2,4-triazol-3-yl)phenyl)-3-(3-(2-isopropyl-5-methylphenyl)-4-oxothiazolidin-2-ylidene)urea